2-(4-(4-nitrophenoxy)piperidin-1-yl)ethanol [N+](=O)([O-])C1=CC=C(OC2CCN(CC2)CCO)C=C1